OCCN(CC1=CC=CC(=N1)C(=O)O)CCOCCOCCN(CC1=CC=CC(=N1)C(=O)O)CCO 6,6'-(2,11-bis(2-hydroxyethyl)-5,8-dioxa-2,11-diazadodecane-1,12-diyl)dipicolinic acid